C=C(COC=1C(=C2CN(CC2=CC1OC)C(CCC(=O)O)=O)Cl)COC=1C(=C2CN(CC2=CC1OC)C(CCC(=O)O)=O)Cl 4,4'-(((2-methylenepropane-1,3-diyl)bis(oxy))bis(4-chloro-6-methoxyisoindoline-5,2-diyl))bis(4-oxobutanoic acid)